CC1(OB(OC1(C)C)C1=CC=C(C=C1)C(=C(C1=CC=CC=C1)C1=CC=CC=C1)C1=CC=CC=C1)C 1-(4-(4,4,5,5-tetramethyl-1,3,2-dioxaborolan-2-yl)phenyl)-1,2,2-triphenylethylene